BrC=1C=C2C(=NC1OCC(CNS(=O)(=O)C1=CC=C(C=C1)C)(F)F)N(C=C2)COCC[Si](C)(C)C N-[3-[(5-bromo-1-[[2-(trimethylsilyl)ethoxy]methyl]-1H-pyrrolo[2,3-b]pyridin-6-yl)oxy]-2,2-difluoropropyl]-4-methylbenzene-1-sulfonamide